dimethylsilanediylbis(2-ethyl-4-phenyl-indenyl)zirconium dichloride [Cl-].[Cl-].C[Si](=[Zr+2](C1C(=CC2=C(C=CC=C12)C1=CC=CC=C1)CC)C1C(=CC2=C(C=CC=C12)C1=CC=CC=C1)CC)C